(S)-2-((tert-butoxycarbonyl)amino)-3-(3,5-difluoro-2-nitrophenoxy)propionic acid C(C)(C)(C)OC(=O)N[C@H](C(=O)O)COC1=C(C(=CC(=C1)F)F)[N+](=O)[O-]